OCC1CN(CCN1C1=CC=C(C=C1)O)C(=O)OC(C)(C)C tert-butyl 3-(hydroxymethyl)-4-(4-hydroxyphenyl)piperazine-1-carboxylate